FC(O[C@@H]1C[C@H](N(C1)C(CNC(C1=CC=C(C=C1)OC1=CC=C(C=C1)F)=O)=O)C(=O)O)F (2S,4R)-4-(difluoromethoxy)-1-((4-(4-fluorophenoxy)benzoyl)glycyl)pyrrolidine-2-carboxylic acid